(3R)-1-((2-(3'-(4-((carboxymethyl)amino)-4,5,6,7-tetrahydropyrazolo[1,5-a]pyridine-2-carboxamido)-2,2'-dimethyl-[1,1'-biphenyl]-3-yl)-7-cyanobenzo[d]oxazol-5-yl)methyl)pyrrolidine C(=O)(O)CNC1C=2N(CCC1)N=C(C2)C(=O)NC=2C(=C(C=CC2)C2=C(C(=CC=C2)C=2OC1=C(N2)C=C(C=C1C#N)CN1CCCC1)C)C